N-((1S,3R)-3-((3',6-difluoro-2'-hydroxy-[1,1'-biphenyl]-3-yl)methyl)-3-(5-(hydroxymethyl)oxazol-2-yl)cyclopentyl)methanesulfonamide FC=1C(=C(C=CC1)C1=CC(=CC=C1F)C[C@]1(C[C@H](CC1)NS(=O)(=O)C)C=1OC(=CN1)CO)O